6-chloro-2-pyridineboronic acid ClC1=CC=CC(=N1)B(O)O